ClC1=C(C=CC=C1C1=NC=CN=C1)SC=1N=NC(=CC1)N1CCC2([C@@H]([C@@H](OC2)C)N)CC1 (3S,4S)-8-(3-((2-chloro-3-(pyrazine-2-yl)phenyl)mercapto)pyridazine-6-yl)-3-methyl-2-oxa-8-azaspiro[4.5]decane-4-amine